1-(4-((4-(3-((2-((1S)-1-((tetrahydro-2H-pyran-2-yl)oxy)ethyl)-1H-imidazol-1-yl)methyl)isoxazol-5-yl)phenyl)ethynyl)benzyl)azetidin-3-carboxamide O1C(CCCC1)O[C@@H](C)C=1N(C=CN1)CC1=NOC(=C1)C1=CC=C(C=C1)C#CC1=CC=C(CN2CC(C2)C(=O)N)C=C1